1-(4-{2-methyl-[1,2,4]triazolo[1,5-a]pyridin-7-yl}benzenesulfonyl)-N-[4-(trifluoromethoxy)phenyl]piperidin-4-amine CC1=NN2C(C=C(C=C2)C2=CC=C(C=C2)S(=O)(=O)N2CCC(CC2)NC2=CC=C(C=C2)OC(F)(F)F)=N1